N[C@@H]([C@@H](C)CC)CC(=O)O E-β-Homoisoleucine